N-heptyl-N-octylurea C(CCCCCC)N(C(=O)N)CCCCCCCC